O[C@@H]1C[C@H](N(C1)C(=O)[C@H](NC(CCOCCOCCOCCOCCOCCC(=O)O)=O)C(C)(C)C)C(NCC1=CC=C(C=C1)C1=C(N=CS1)C)=O (R)-21-((2S,4R)-4-hydroxy-2-((4-(4-methylthiazol-5-yl)benzyl)carbamoyl)pyrrolidine-1-carbonyl)-22,22-dimethyl-19-oxo-4,7,10,13,16-pentaoxa-20-azatricosanoic acid